CC1=C(C=CC(=C1)C)C 1,2,5-trimethylbenzene